(S)-3-isopropyl-6-((2-methyl-1-phenylpropyl)amino)pyrimidine-2,4(1h,3h)-dione C(C)(C)N1C(NC(=CC1=O)N[C@@H](C(C)C)C1=CC=CC=C1)=O